[Ce].N(=O)N(O)C1=CC=CC=C1 N-nitrosophenylhydroxylamine cerium salt